2-(4-chlorophenoxy)-N-(1-(3-((6-chloropyridin-3-yl)oxy)propyl)piperidin-4-yl)acetamide ClC1=CC=C(OCC(=O)NC2CCN(CC2)CCCOC=2C=NC(=CC2)Cl)C=C1